NC1=NC(=NC(=C1C(=O)O)C)C1=CC=C(C=C1)OCCC(C)(C)C 4-amino-2-(4-(3,3-dimethylbutoxy)phenyl)-6-methylpyrimidine-5-carboxylic acid